(R)-2-((1-(2-cyano-3-(4-methoxy-phenyl)-7-methylquinoxalin-5-yl)-ethyl)amino)benzoic acid C(#N)C1=NC2=CC(=CC(=C2N=C1C1=CC=C(C=C1)OC)[C@@H](C)NC1=C(C(=O)O)C=CC=C1)C